4-bromo-6-(2H-tetrazolyl)-pyridine-2-carbonitrile BrC1=CC(=NC(=C1)N1N=CN=N1)C#N